FC=1C(=C(C=CC1F)C1CCN(CC1)C(=O)C=1C2=C(NN1)CN(C2)C(C)=O)C(F)(F)F 1-(3-(4-(3,4-Difluoro-2-(trifluoromethyl)phenyl)piperidine-1-carbonyl)pyrrolo[3,4-c]pyrazol-5(1H,4H,6H)-yl)ethanone